4-(6-chloro-1,2,3,4-tetrahydroquinoline-2-yl)benzamide ClC=1C=C2CCC(NC2=CC1)C1=CC=C(C(=O)N)C=C1